COC1=CC=CC=2C3=CC=C4C=CC(=CC4=C3C=CC12)OC 1,9-dimethoxychrysene